O=C[C@H](O)[C@@H](O)[C@H](O)C(=O)N D-Xyluronamide